(4-(6-((1-ethylpiperidin-4-yl)oxy)-7-methoxyquinazolin-4-yl)phenyl)-2-(4-(trifluoromethyl)phenyl)acetamide C(C)N1CCC(CC1)OC=1C=C2C(=NC=NC2=CC1OC)C1=CC=C(C=C1)C(C(=O)N)C1=CC=C(C=C1)C(F)(F)F